tert-butyl 4-((3-amino-6-(1-methyl-1H-pyrazol-4-yl)isoquinolin-4-yl)ethynyl)piperidine-1-carboxylate NC=1N=CC2=CC=C(C=C2C1C#CC1CCN(CC1)C(=O)OC(C)(C)C)C=1C=NN(C1)C